N-(1-([1,4'-bipiperidin]-4-yl)-2,2,2-trifluoroethyl)-4-(4-morpholino-1H-pyrrolo[3,2-c]pyridin-2-yl)aniline N1(CCC(CC1)C(C(F)(F)F)NC1=CC=C(C=C1)C1=CC=2C(=NC=CC2N1)N1CCOCC1)C1CCNCC1